NC=1C(=NC(=C(N1)F)C1=CC(=C(C(=C1)F)N1CCOCC1)CN(C)C)C=1C=C2C(=CNC(C2=CC1)=O)C 6-(3-amino-6-(3-((dimethylamino)methyl)-5-fluoro-4-morpholinophenyl)-5-fluoropyrazin-2-yl)-4-methylisoquinolin-1(2H)-one